(1r,4r)-4-((3-chloro-4-cyanophenoxy)cyclohexyl)-6-(4-((4-(4-(2,6-dioxo-1,2,3,6-tetrahydropyrimidin-4-yl)phenyl)piperazin-1-yl)methyl)piperidin-1-yl)pyridazine-3-carboxamide ClC=1C=C(OC2(CCCCC2)C2=C(N=NC(=C2)N2CCC(CC2)CN2CCN(CC2)C2=CC=C(C=C2)C=2NC(NC(C2)=O)=O)C(=O)N)C=CC1C#N